tert-Butyl N-[1-tetrahydrofuran-3-ylethylideneamino]carbamate O1CC(CC1)C(C)=NNC(OC(C)(C)C)=O